[Na+].C(C)N(C1=CC(=CC(=C1)C)C)CC(CS(=O)(=O)[O-])O N-ethyl-N-(2-hydroxy-3-sulfopropyl)-3,5-bismethylaniline sodium salt